methyl (S)-3-(8-chloro-6-(2-fluorophenyl)-1-((1-methylpiperidin-4-yl)thio)-4H-benzo[f][1,2,4]triazolo[4,3-a][1,4]diazepin-4-yl)propionate ClC=1C=CC2=C(C(=N[C@H](C=3N2C(=NN3)SC3CCN(CC3)C)CCC(=O)OC)C3=C(C=CC=C3)F)C1